OC1(CN(C1)C(=O)OC(C)(C)C)CC(C)(C)C tert-Butyl 3-hydroxy-3-neopentylazetidine-1-carboxylate